C(CCC)[P+](C)(CCCC)CCCC tributyl-(methyl)phosphonium